4-(7-(2-((tert-butoxycarbonyl)amino)-7-fluorobenzo[d]thiazol-4-yl)-6-chloro-3-cyano-8-methoxy Quinolin-4-yl)piperazine-1-carboxylate C(C)(C)(C)OC(=O)NC=1SC2=C(N1)C(=CC=C2F)C2=C(C=C1C(=C(C=NC1=C2OC)C#N)N2CCN(CC2)C(=O)[O-])Cl